OC(=O)C(F)(F)F.ClC=1C=CC(=NC1)[C@H]1NOCC1 (3S)-3-(5-chloro-2-pyridyl)isoxazolidine TFA salt